FC1=C(C(=CC=C1)F)C=1OC(=CN1)C(=O)O 2-(2,6-difluorophenyl)oxazole-5-carboxylic acid